CC1=C(C(=O)O)C=C(C=C1)C=1CCN(CC1)C 2-methyl-5-(1-methyl-1,2,3,6-tetrahydropyridin-4-yl)benzoic acid